ClC=1C(=CC(=NC1)NC(=O)C1CC(C1)O)C1=C2N(N=C1)CC(C2)(C)C N-(5-chloro-4-(5,5-dimethyl-5,6-dihydro-4H-pyrrolo[1,2-b]pyrazol-3-yl)pyridin-2-yl)-3-hydroxycyclobutanecarboxamide